O1CC(CC1)NC1CNCCC1 N-(tetrahydrofuran-3-yl)piperidin-3-amine